NC1CC(CCCC1)NC=1C=2N(N=CC1C(=NC1=C(C=C(C=C1)O)CC)N)C=C(C2)C=2C=NC(=CC2C)OC 4-[(3-aminocycloheptyl)amino]-N'-(2-ethyl-4-hydroxy-phenyl)-6-(6-methoxy-4-methyl-3-pyridyl)pyrrolo[1,2-b]pyridazine-3-carboxamidine